ClC1=C(C=C2CCN(CC2=C1)C(C(F)(F)F)=O)NC1=NC=C(C(=N1)C1=CC=2C(NCCCC2S1)=O)C(F)(F)F 2-(2-((7-Chloro-2-(2,2,2-trifluoroacetyl)-1,2,3,4-tetrahydroisoquinolin-6-yl)amino)-5-(trifluoromethyl)pyrimidin-4-yl)-5,6,7,8-tetrahydro-4H-thieno[3,2-c]azepin-4-one